2-phenyl-N-{5-[(3R)-3-({[5-(2-phenylacetamido)-1,3,4-thiadiazol-2-yl]oxy}methyl)pyrrolidin-1-yl]-1,3,4-thiadiazol-2-yl}acetamide C1(=CC=CC=C1)CC(=O)NC=1SC(=NN1)N1C[C@@H](CC1)COC=1SC(=NN1)NC(CC1=CC=CC=C1)=O